ClC1=C(\C(\N)=N/O)C=C(C(=C1)F)N1C(N(C(=CC1=O)C(F)(F)F)C)=O (E)-2-chloro-4-fluoro-5-(3-methyl-2,6-dioxo-4-trifluoromethyl-3,6-dihydropyrimidin-1(2H)-yl)benzamide oxime